(S)-N-(4-(methylthio)benzyl)-1-(6-(4-(trifluoromethyl)phenyl)thieno[3,2-d]pyrimidin-4-yl)piperidine-3-carboxamide CSC1=CC=C(CNC(=O)[C@@H]2CN(CCC2)C=2C3=C(N=CN2)C=C(S3)C3=CC=C(C=C3)C(F)(F)F)C=C1